O(C)C1NCCC(C1)N1CCN(CC1)N1CCNCC1 2-methoxyl-4-(4-(piperazin-1-yl)piperazin-1-yl)piperidine